4-chloro-7-((3aR,4R,6R,6aR)-2,2,6a-trimethyl-6-(phenoxymethyl)tetrahydrofuro[3,4-d][1,3]dioxol-4-yl)-7H-pyrrolo[2,3-d]pyrimidine ClC=1C2=C(N=CN1)N(C=C2)[C@@H]2O[C@@H]([C@]1(OC(O[C@H]12)(C)C)C)COC1=CC=CC=C1